C(C)C1=CC=C(C=C1)N1N=CC(=C1)B1OC(C(O1)(C)C)(C)C 1-(4-ethylphenyl)-4-(4,4,5,5-tetramethyl-1,3,2-dioxaborolan-2-yl)pyrazole